5-Hydroxy-2-phenyl-7-((6-(4-methylphenylamino)-2-methylpyridin-4-yl)oxy)-4H-chromen-4-one OC1=C2C(C=C(OC2=CC(=C1)OC1=CC(=NC(=C1)NC1=CC=C(C=C1)C)C)C1=CC=CC=C1)=O